2,2'-(6-((Carboxymethyl)amino)-1,4-diazepane-1,4-diyl)diacetic acid C(=O)(O)CNC1CN(CCN(C1)CC(=O)O)CC(=O)O